N1=CC=CC2=CC(=CC=C12)CN (quinolin-6-yl)methan-amine